COC([C@H](CC1=CC=C(C=C1)OC1CC1)NC([C@H](C)NC(CN1CCOCC1)=O)=O)=O (S)-3-(4-cyclopropyloxyphenyl)-2-((S)-2-(2-morpholinoacetamido)propionamido)propionic acid methyl ester